23-methoxy-3,6,9,12,15,18,21-heptaoxatricosane COCCOCCOCCOCCOCCOCCOCCOCC